C(C1=CC=CC=C1)OC(=O)N[C@@H](CCC(=O)NCCCCCC(=O)OC(C)(C)C)C(=O)OC tert-butyl (S)-6-(4-(((benzyloxy)carbonyl)amino)-5-methoxy-5-oxopentanamido)hexanoate